ClC1=C(CNP(OCC)(=O)C2=CC=C(C=C2)C2=NOC(=N2)C(F)(F)Cl)C=CC=C1 ethyl N-(2-chlorobenzyl)-P-(4-(5-(chlorodifluoromethyl)-1,2,4-oxadiazol-3-yl)phenyl)phosphonamidate